ClC=1C(=NC(=NC1)NC=1C(=NN(C1)[C@H]1CN(CC1)C)C)NCCCN1C(CCC1)=O (R)-1-(3-((5-chloro-2-((3-methyl-1-(1-methylpyrrolidin-3-yl)-1H-pyrazol-4-yl)amino)pyrimidin-4-yl)amino)propyl)pyrrolidin-2-one